FC(S(=O)(=O)NCC[NH3+])(F)F (trifluoromethylsulfonylamino)ethylammonium